C(C1=CC=CC=C1)=NNC 2-benzylidene-1-methylhydrazine